(1r,4r)-4-(methyl(4-nitrobenzyl)amino)cyclohexane-1-carbonitrile CN(C1CCC(CC1)C#N)CC1=CC=C(C=C1)[N+](=O)[O-]